NCC=1C=C(C=CC1)C1=CC(=CC=2C=COC21)COC2=C(C=CC(=C2)NC(=O)OC)CC(=O)OCC ethyl 2-(2-((7-(3-(aminomethyl)phenyl)benzofuran-5-yl)methoxy)-4-((methoxycarbonyl)amino)phenyl)acetate